C(C)OC(=O)C1(CC1)C(=O)O 1-(ethoxycarbonyl)cyclopropanecarboxylic acid